5-PENTYL-3H-FURAN-2-ONE C(CCCC)C1=CCC(O1)=O